F\C(=C/CN)\CS(=O)(=O)C1=NC=C(C=C1)C(C)C (Z)-3-Fluoro-4-(5-isopropylpyridin-2-ylsulfonyl)but-2-en-1-amin